C[Si](NC(C)C)(OC)OC methyldimethoxy(isopropylamino)silane